ethyl (Z)-3-(1-((1-isopropyl-1H-pyrazol-4-yl)amino)propylidene)-2-oxoindoline-5-carboxylate C(C)(C)N1N=CC(=C1)N\C(\CC)=C\1/C(NC2=CC=C(C=C12)C(=O)OCC)=O